(1-Methyl-1H-1,2,4-triazol-3-yl)methyl (1-((3-chloro-4-fluorophenyl) carbamoyl)-2-methyl-2,4,5,6-tetrahydrocyclopenta[c]pyrrol-4-yl)carbamate ClC=1C=C(C=CC1F)NC(=O)C=1N(C=C2C1CCC2NC(OCC2=NN(C=N2)C)=O)C